CN1C(C2=NC=C(C=C2C1)C1=CC=CC2=CC(=CC=C12)C(=O)N1CCC(CC1)C)=O 6-methyl-3-(6-(4-methylpiperidine-1-carbonyl)naphthalen-1-yl)-5,6-dihydro-7H-pyrrolo[3,4-b]pyridin-7-one